4-(8-((4-methylpiperazin-1-yl)methyl)-2-(3-(m-tolyl)-1H-pyrazol-1-yl)-9H-purin-6-yl)morpholine CN1CCN(CC1)CC=1NC2=NC(=NC(=C2N1)N1CCOCC1)N1N=C(C=C1)C=1C=C(C=CC1)C